(3R,6S)-6-[5-(6-chloropyridin-3-yl)-1,3,4-oxadiazol-2-yl]oxan-3-amine hydrochloride Cl.ClC1=CC=C(C=N1)C1=NN=C(O1)[C@@H]1CC[C@H](CO1)N